FC1=C(C=C(OC2=C(N=NN2)C(=O)O)C=C1)C#CCC(C)C 5-(4-fluoro-3-(4-methylpent-1-ynyl)phenoxy)-1H-1,2,3-triazole-4-carboxylic acid